3-(2,6-diazaspiro[3.3]heptan-2-ylmethyl)-5-(trifluoromethyl)isoxazole C1N(CC12CNC2)CC2=NOC(=C2)C(F)(F)F